CS(=O)(=O)OC(CCCC)COC=1OC=CC1 1-(furan-2-oxymethyl)-pentyl methylsulfonate